2-(4,4-difluoroazepan-1-yl)-7-ethoxy-N-(3-sulfamoylphenyl)quinoline-3-carboxamide FC1(CCN(CCC1)C1=NC2=CC(=CC=C2C=C1C(=O)NC1=CC(=CC=C1)S(N)(=O)=O)OCC)F